ClC1=CC(=C(COC2=C(C=CC(=N2)C2=CC(=C(CC3=NC4=C(N3[C@@H]3COC[C@@H]3COC)C=C(C=C4)C(=O)O)C=C2F)F)F)C=C1)F 2-(4-(6-((4-chloro-2-fluorobenzyl)oxy)-5-fluoropyridin-2-yl)-2,5-difluorobenzyl)-1-((3S,4S)-4-(methoxymethyl)tetrahydrofuran-3-yl)-1H-benzo[d]imidazole-6-carboxylic acid